{1-[3-(4-Chloro-phenyl)-adamantan-1-yl]-ethyl}-(9-ethyl-9H-carbazol-3-yl)-amine ClC1=CC=C(C=C1)C12CC3(CC(CC(C1)C3)C2)C(C)NC=2C=CC=3N(C1=CC=CC=C1C3C2)CC